S(=O)(=O)=C1C(C(=O)C2=CC=CC=C2)C=CC=C1.[Na] sodium sulfonyl-benzophenone